N[C@@H](CC1=CC=C(C=C1)O)C(=O)O L-tyrosine